3-(hydroxyimino)-[2,3'-biindolinylidene]-2'-one ON=C1C(NC2=CC=CC=C12)=C1C(NC2=CC=CC=C12)=O